O[C@@H]1C[C@H](N(C1)C([C@H](C(C)(C)C)N)=O)C(=O)NCC1=CC=C(C=C1)C1=C(N=CS1)C |r| rac-(2S,4r)-4-hydroxy-N-[[4-(4-methylthiazol-5-yl)phenyl]methyl]-1-[rac-(2S)-2-amino-3,3-dimethyl-butyryl]pyrrolidine-2-carboxamide